5-chloro-3-(cyclohex-1-en-1-yl)-7-methoxy-6-(4-methoxyphenyl)-2-phenylpyrazolo[1,5-a]pyrimidine ClC1=NC=2N(C(=C1C1=CC=C(C=C1)OC)OC)N=C(C2C2=CCCCC2)C2=CC=CC=C2